ethyl 2-(1-((2-((3-cyano-4,5,6,7-tetrahydrobenzo[b]thiophen-2-yl)amino)-2-oxoethyl)thio)cyclopropyl)-2-oxoacetate C(#N)C=1C2=C(SC1NC(CSC1(CC1)C(C(=O)OCC)=O)=O)CCCC2